6-(4-hydroxy-3-(2-hydroxyethoxy)phenyl)-5-methyl-2,3-diphenylpyrazolo[1,5-a]pyrimidin-7(4H)-one OC1=C(C=C(C=C1)C1=C(NC=2N(C1=O)N=C(C2C2=CC=CC=C2)C2=CC=CC=C2)C)OCCO